4-{5-[4-(3-hydroxy-propenyl)-phenyl]-8-oxo-6-thioxo-5,7-diazaspiro[3.4]oct-7-yl}-2-trifluoromethyl-benzonitrile OCC=CC1=CC=C(C=C1)N1C2(CCC2)C(N(C1=S)C1=CC(=C(C#N)C=C1)C(F)(F)F)=O